tert-butyl 3-(5-ethyl-4-((4-methoxybenzyl)oxy)pyrimidin-2-yl)-2,5-dihydro-1H-pyrrole-1-carboxylate C(C)C=1C(=NC(=NC1)C=1CN(CC1)C(=O)OC(C)(C)C)OCC1=CC=C(C=C1)OC